(cis)-hexahydro-1H-pentalen-3a-ylmethanol C1CC[C@@]2(CCC[C@H]12)CO